NC1=NC=CC=C1C1=NC=2C(=NC(=CC2)N2N=C3C(=C2)CNC3)N1C=1C=C3CC[C@@H](C3=CC1)NC(C1=CC(=C(C=C1)O)C=O)=O N-[(1S)-5-[2-(2-aminopyridin-3-yl)-5-{4H,5H,6H-pyrrolo[3,4-c]pyrazol-2-yl}imidazo[4,5-b]pyridin-3-yl]-2,3-dihydro-1H-inden-1-yl]-3-formyl-4-hydroxybenzamide